C1CCN(CC1)N piperidinamine